6-chloro-8-(3,3,3-trifluoro-2,2-dimethylpropoxy)imidazo[1,2-b]pyridazine ClC=1C=C(C=2N(N1)C=CN2)OCC(C(F)(F)F)(C)C